OC[C@@H]1CN(CCN1)C(CC1=CC=C(C=C1)NC(=O)NCC1=CC=C(C=C1)Cl)=O N-(4-{2-[(3S)-3-(hydroxymethyl)piperazinyl]-2-oxoethyl}phenyl){[(4-chlorophenyl)methyl]amino}carboxamide